FC(C1=CC(=C(CC2CC3(CN(C3)C(=O)C3CC(C3)(C)O)C2)C=C1)OC)F (6-(4-(Difluoromethyl)-2-methoxybenzyl)-2-azaspiro[3.3]heptan-2-yl)((1s,3s)-3-hydroxy-3-methylcyclobutyl)methanon